C(CCCCCCCCCCC)S(=O)(=O)OC=1C=C(C=CC1)NC(=O)NC1=CC(=CC=C1)OS(=O)(=O)CCCCCCCCCCCC N,N'-di-[3-(dodecanesulfonyloxy)phenyl]urea